Cl[Si](Cl)(Cl)[Ga](Cl)Cl (trichlorosilyl)dichlorogallium